N-(2-((5-cyano-4-((2-isopropoxyphenyl)amino)pyrimidin-2-yl)amino)-5-(4-(4-(2-methoxyethyl)piperazin-1-yl)piperidin-1-yl)phenyl)acrylamide C(#N)C=1C(=NC(=NC1)NC1=C(C=C(C=C1)N1CCC(CC1)N1CCN(CC1)CCOC)NC(C=C)=O)NC1=C(C=CC=C1)OC(C)C